benzenaminium benzenesulfonate C1(=CC=CC=C1)S(=O)(=O)[O-].C1(=CC=CC=C1)[NH3+]